N-(6-cyclohexylquinolin-8-yl)pyridine-2-sulfonamide C1(CCCCC1)C=1C=C2C=CC=NC2=C(C1)NS(=O)(=O)C1=NC=CC=C1